CC1=NN2C(C(=CC(=C2)CC2(CCC(CC2)C(=O)O)C)C)=N1 trans-4-[(2,8-dimethyl-[1,2,4]triazolo[1,5-a]pyridin-6-yl)methyl]-4-methyl-cyclohexanecarboxylic acid